6-benzyl-3-((1-methyl-1H-imidazol-2-yl)methyl)-2,3,4,6-tetrahydropyrido[3,4-c][1,8]naphthyridin-5(1H)-one C(C1=CC=CC=C1)N1C(C2=C(C=3C=CC=NC13)CCN(C2)CC=2N(C=CN2)C)=O